FC(C1=C(C(=O)NC2=C3C=NN(C3=CC=C2)C=2C=NC(=CC2)C(F)(F)F)C=CC=C1)(F)F 2-(trifluoromethyl)-N-{1-[6-(trifluoromethyl)pyridin-3-yl]-1H-indazol-4-yl}benzamide